acryloyloxy eicosyl thiophosphate P(=S)(OOC(C=C)=O)(OCCCCCCCCCCCCCCCCCCCC)[O-]